C1(C=CC(N1C1=CC=C(OC2=CC=C(C=C2)OC2=CC=C(C=C2)OC2=CC=C(C=C2)N2C(C=CC2=O)=O)C=C1)=O)=O Bis[4-(4-maleimidophenoxy) phenyl] ether